C12(CCC(C1)C2)N2C[C@H](N(S(C1=C2C=C(C(=C1)O)SC)(=O)=O)C)C1CCCC1 (R)-5-(bicyclo[2.1.1]hexan-1-yl)-3-cyclopentyl-8-hydroxy-2-methyl-7-(methylthio)-2,3,4,5-tetrahydrobenzo[f][1,2,5]thiadiazepine 1,1-dioxide